methyl-3-(1-phenylethoxy)-N'-(3,3,3-trifluoropropyl)-1H-pyrrole-2,5-dicarboxamide CN1C(=C(C=C1C(=O)NCCC(F)(F)F)OC(C)C1=CC=CC=C1)C(=O)N